4-[3-[2-Chloro-6-methyl-4-[(2R,5R)-2,4,5-trimethylpiperazin-1-yl]benzoyl]-2,4-dihydro-1,3-benzoxazin-8-yl]-5-fluoro-2-(3-oxa-8-azabicyclo[3.2.1]octan-8-yl)benzoic acid ClC1=C(C(=O)N2COC3=C(C2)C=CC=C3C3=CC(=C(C(=O)O)C=C3F)N3C2COCC3CC2)C(=CC(=C1)N1[C@@H](CN([C@@H](C1)C)C)C)C